O1CCC(CC1)N1CCC(CC1)N 1-(tetrahydro-2H-pyran-4-yl)-piperidin-4-amine